1-cyclobutyl-N-(4-(5-(difluoromethyl)-1,3,4-oxadiazol-2-yl)-2-fluorobenzyl)-4-fluoro-N-phenylpiperidine-4-carboxamide C1(CCC1)N1CCC(CC1)(C(=O)N(C1=CC=CC=C1)CC1=C(C=C(C=C1)C=1OC(=NN1)C(F)F)F)F